C1=CC=CC=2C3=CC=CC=C3C(C12)COC(=O)N[C@H](C(=O)NC=1C=C2C(C(=CNC2=CC1)C(=O)OCC)=O)C (S)-ethyl 6-(2-((((9H-fluoren-9-yl)methoxy)carbonyl)amino) propanamido)-4-oxo-1,4-dihydroquinoline-3-carboxylate